N1C(=O)N=C(N)N=C1 azacytosine